N1C(=NC=C1)C=O 2-imidazolecarboxaldehyde